tert-butyl (2R,6S)-2-(2,2-difluoroethyl)-2',6'-dimethyl-spiro[4,5-dihydrothieno[2,3-c]pyran-7,4'-piperidine]-1'-carboxylate FC(CC1=CC2=C(S1)C1(CC(N(C(C1)C)C(=O)OC(C)(C)C)C)OCC2)F